(2S,3R)-3-((2-amino-6-methylpyridin-4-yl)methyl)-N2-(1-methyl-1H-imidazol-2-yl)-N1-((R)-1-phenylpropyl)-N2-methyl-4-oxoazetidine-1,2-dicarboxamide NC1=NC(=CC(=C1)C[C@@H]1[C@H](N(C1=O)C(=O)N[C@H](CC)C1=CC=CC=C1)C(=O)N(C)C=1N(C=CN1)C)C